1-(3-chloro-4-hydroxyphenyl)-3-(2-methoxypyridin-4-yl)urea ClC=1C=C(C=CC1O)NC(=O)NC1=CC(=NC=C1)OC